FC1(OC(OC1(F)F)=C(F)F)C(OC(F)(F)F)(F)F perfluoro(2-methylene-4-methoxymethyl-1,3-dioxolane)